(3R)-3-[3-fluoro-4-(4-piperidyl)anilino]piperidine-2,6-dione FC=1C=C(N[C@H]2C(NC(CC2)=O)=O)C=CC1C1CCNCC1